2-methoxy-4-(5-hydroxy-3-oxoundecyl)phenolate COC1=C(C=CC(=C1)CCC(CC(CCCCCC)O)=O)[O-]